NC[C@]1([C@H]([C@@H](N[C@H]1CC(C)(C)C)C(=O)NC1=C(C=C(C(=O)OC)C=C1)OC)C1=CC(=CC=C1)Cl)C1=C(C=C(C=C1)Cl)F methyl 4-((2R,3R,4S,5S)-4-(aminomethyl)-4-(4-chloro-2-fluorophenyl)-3-(3-chlorophenyl)-5-neopentylpyrrolidine-2-carboxamido)-3-methoxybenzoate